1-(11Z,14Z-eicosadienoyl)-2-dodecanoyl-glycero-3-phosphoserine CCCCCCCCCCCC(=O)O[C@H](COC(=O)CCCCCCCCC/C=C\C/C=C\CCCCC)COP(=O)(O)OC[C@@H](C(=O)O)N